N1(N=CC=C1)C1=CC(=NC=N1)N[C@H](C(=O)O)CCN(CCCCC1=NC=2NCCCC2C=C1)CCN1N=C(C=C1C)C (S)-2-((6-(1H-pyrazol-1-yl)pyrimidin-4-yl)amino)-4-((2-(3,5-dimethyl-1H-pyrazol-1-yl)ethyl)(4-(5,6,7,8-tetrahydro-1,8-naphthyridin-2-yl)butyl)amino)butanoic acid